C(CCCCCCCCCCCCC)(=O)S(=O)(=O)[O-] tetradecanoyl-sulfonate